C(C)(C)(C)[Si](OCC#C)(C)C tert-butyl-dimethyl-(2-propynyloxy)silane